C(#N)N1CC2=C(C=C(C=C2C1)C(=O)NC)C=1C(=NC=C(C1)OC)C#N 2-cyano-7-(2-cyano-5-methoxypyridin-3-yl)-N-methylisoindoline-5-carboxamide